(2R)-1-[2-(1,3-benzothiazole-6-sulfonyl)-2H,4H,5H,6H-pyrrolo[3,4-c]pyrazol-5-yl]-2-(3-fluoropyridin-2-yl)-2-hydroxyethan-1-one S1C=NC2=C1C=C(C=C2)S(=O)(=O)N2N=C1C(=C2)CN(C1)C([C@H](O)C1=NC=CC=C1F)=O